1,17-bis((tetrahydro-2H-pyran-2-yl)oxy)heptadecan-9-ol O1C(CCCC1)OCCCCCCCCC(CCCCCCCCOC1OCCCC1)O